CC1=C(OC2=C(C=C(C=C2C1=O)C)[C@@H](C)NC1=C(C=CC=C1)C=1OC=NN1)C1=CC=CC=C1 3,6-dimethyl-8-[(1R)-1-[2-(1,3,4-oxadiazol-2-yl)anilino]ethyl]-2-phenyl-chromen-4-one